5-CHLORO-2-[[4-(TRIFLUOROMETHYL)-2-[4-(TRIFLUOROMETHYL)PHENYL]IMIDAZOL-1-YL]METHYL]PYRIMIDINE ClC=1C=NC(=NC1)CN1C(=NC(=C1)C(F)(F)F)C1=CC=C(C=C1)C(F)(F)F